C(#N)C1(CC1)C=1C=CC(=C(C(=O)OC)C1)CNC1=NN2C(C=C(C=C2)C(F)(F)F)=C1S(=O)(=O)CC methyl 5-(1-cyanocyclopropyl)-2-[[[3-ethylsulfonyl-5-(trifluoromethyl)pyrazolo[1,5-a]pyridin-2-yl]amino]methyl]benzoate